methyl (R)-6-(4-(3-(4-chloro-3-fluorophenyl)-1-((tetrahydrofuran-3-yl)methyl)-1H-pyrrolo[2,3-b]pyridine-6-carbonyl)-3,3-dimethylpiperazin-1-yl)-2,4-dimethylnicotinate ClC1=C(C=C(C=C1)C1=CN(C2=NC(=CC=C21)C(=O)N2C(CN(CC2)C2=NC(=C(C(=O)OC)C(=C2)C)C)(C)C)C[C@@H]2COCC2)F